6-(2,3-difluorophenyl)-1-[(3-methyl-2-pyridyl)methyl]-3H-imidazo[4,5-b]pyridin-2-one FC1=C(C=CC=C1F)C=1C=C2C(=NC1)NC(N2CC2=NC=CC=C2C)=O